CN(S(=O)(=O)NC(OC(C)(C)C)=O)C tert-butyl (N,N-dimethylsulfamoyl)carbamate